COC1=CC=C(C=C1)N1[C@H]2CN([C@@H](C1)C2)C(=O)NC2=CC=CC=C2 (1R,4R)-5-(4-methoxyphenyl)-N-phenyl-2,5-diazabicyclo[2.2.1]heptane-2-carboxamide